CCCCCCCCCCCCCCCC=CC(=O)O Octadecenoic acid